ClC1=C(C=CC(=N1)NN1C(C(=C(C1=O)C)CCC1(OCCO1)C)=O)C(F)(F)F 1-{[6-chloro-5-(trifluoromethyl)(2-pyridyl)]amino}-4-methyl-3-[2-(2-methyl-(1,3-dioxolan-2-yl))ethyl]azoline-2,5-dione